FC=1C(=C2C(=C(NC2=CC1)C(=O)O)F)F trifluoro-indolic acid